tert-butyl 4-(3-cyano-2-((1-(dimethylamino)propan-2-yl)oxy)-7-(1-((2-(trimethylsilyl)ethoxy)methyl)-1H-indazol-4-yl)-5,6,7,8-tetrahydro-1,7-naphthyridin-4-yl)piperazine-1-carboxylate C(#N)C=1C(=NC=2CN(CCC2C1N1CCN(CC1)C(=O)OC(C)(C)C)C1=C2C=NN(C2=CC=C1)COCC[Si](C)(C)C)OC(CN(C)C)C